C(C)N(CCOCCSSCCO)CC 2-((2-(2-(diethylamino)ethoxy)ethyl)disulfaneyl)ethan-1-ol